BrC=1C=C(C=CC1)C1=NC2=CC=CC=C2C(=N1)C1=CC=CC=2C3=CC=CC=C3NC12 2-(3-bromophenyl)-4-carbazolylquinazoline